propyl alpha-hydroxynervonate OC(C(=O)OCCC)CCCCCCCCCCCC\C=C/CCCCCCCC